{5-(5-acetamidobenzothiophen-2-yl)-[1,2,4]triazolo[1,5-a]pyridin-2-yl}cyclopropanecarboxamide C(C)(=O)NC=1C=CC2=C(C=C(S2)C2=CC=CC=3N2N=C(N3)C3(CC3)C(=O)N)C1